tert-butyl (4-(1-(4-(2,6-dioxopiperidin-3-yl)-2-fluorophenyl)pyrrolidin-3-yl)piperazin-1-yl)carbamate O=C1NC(CCC1C1=CC(=C(C=C1)N1CC(CC1)N1CCN(CC1)NC(OC(C)(C)C)=O)F)=O